3,6-bisChloropyridazine ClC=1N=NC(=CC1)Cl